C(C)C1(COC1)COC(C(Cl)(C(C(C)C)C(C)C)O)(Cl)C(C(C)C)C(C)C dimethyldimethyldimethyldimethyldimethyldimethyldimethyldichloroethylene glycol (3-ethyl-3-oxetanylmethyl) ether